(6,7-dichloro-1,3,4,5-tetrahydro-2H-pyrido[4,3-b]indol-2-yl)(5-(methylamino)pyrimidin-2-yl)methanone ClC1=C(C=CC=2C3=C(NC12)CCN(C3)C(=O)C3=NC=C(C=N3)NC)Cl